tert-butyl (R)-(1-((4-bromo-1-ethyl-1H-pyrazol-3-yl)methoxy)propan-2-yl)(methyl)carbamate BrC=1C(=NN(C1)CC)COC[C@@H](C)N(C(OC(C)(C)C)=O)C